2-octyldecyl palmitate C(CCCCCCCCCCCCCCC)(=O)OCC(CCCCCCCC)CCCCCCCC